BrC=1C=NN(C1)C[C@H](CNC(OC(C)(C)C)=O)O[Si](C)(C)C(C)(C)C (S)-tert-butyl (3-(4-bromo-1H-pyrazol-1-yl)-2-((tert-butyldimethylsilyl)oxy)-propyl)carbamate